6-(benzyloxy)-12-fluoro-9-methyl-6,17-bis(trifluoromethyl)-15,22-dioxa-3,4,20-triazatetracyclo[14.3.1.12,5.110,14]Docosa-1(20),2,4,10(21),11,13,16,18-octaen-19-amine C(C1=CC=CC=C1)OC1(C2=NN=C(C=3C(=CC(=C(OC4=CC(=CC(C(CC1)C)=C4)F)N3)C(F)(F)F)N)O2)C(F)(F)F